FC1=CC=C(OCCCN2C[C@@H]3[C@@H](NC4=C(C=CC=C34)N)CC2)C=C1 (4aS,9bR)-2-(3-(4-fluorophenoxy)propyl)-2,3,4,4a,5,9b-hexahydro-1H-pyrido[4,3-b]indol-6-amine